4-(bromomethyl)-2-chloro-8-(difluoromethoxy)-1,5-naphthyridine BrCC1=CC(=NC2=C(C=CN=C12)OC(F)F)Cl